(S)-8-(1H-indazol-5-yl)-N-(7-(pyrrolidin-1-yl)-6,7,8,9-tetrahydro-5H-benzo[7]annulen-2-yl)quinazolin-2-amine N1N=CC2=CC(=CC=C12)C=1C=CC=C2C=NC(=NC12)NC=1C=CC2=C(CC[C@H](CC2)N2CCCC2)C1